C(#N)C1(CCN(CC1)C1=C2C(=NC=C1C(=O)N1CCN(CC1)C(=O)N(C)C)C=CS2)C2=CC=CC=C2 4-(7-(4-cyano-4-phenylpiperidin-1-yl)thieno[3,2-b]pyridine-6-carbonyl)-N,N-dimethylpiperazine-1-carboxamide